CC1=C(C(=CC=C1)C)NC(C(C1=CC=C(C=C1)C(F)(F)F)=O)=O N-(2,6-dimethylphenyl)-2-oxo-2-[4-(trifluoromethyl)phenyl]acetamide